C1(=CC=CC=C1)C1CCC=2N1C1=C(C=NC(=C1)C=1C=NC(=NC1)N1CCOCC1)N2 4-(5-(6-phenyl-7,8-dihydro-6H-pyrrolo[1',2':1,2]imidazo[4,5-c]pyridin-3-yl)pyrimidin-2-yl)morpholine